CN1C(OCC1)=O 3-methyl-1,3-Oxazolidin-2-one